CC1=NN(C(=C1)C)C=1C=CC(N(N1)C1CCN(CC1)S(=O)(=O)C1=C(C=CC=C1)OC)=O 6-(3,5-dimethylpyrazol-1-yl)-2-[1-(2-methoxyphenyl)sulfonylpiperidin-4-yl]pyridazin-3-one